NC=1SC(=C(N1)C=1C=C(C#N)C=CC1)C1=CC(=NC(=C1)C(C)(C)O)Cl 3-[2-amino-5-[2-chloro-6-(1-hydroxy-1-methyl-ethyl)-4-pyridyl]thiazol-4-yl]benzonitrile